(S)-2-((1-(3-(3-isopropylphenyl)-1-methyl-1,2,4-triazol-5-yl)ethyl)carbamoyl)-4-methoxypyridin-3-yl isobutyrate C(C(C)C)(=O)OC=1C(=NC=CC1OC)C(N[C@@H](C)C1=NC(=NN1C)C1=CC(=CC=C1)C(C)C)=O